C1(CC1)N1C=CC2=C(C=CC=C12)C1=CC(=C2NC(C=3N(C2=C1OC)C(=NN3)C)(C)C)F 8-(1-Cyclopropyl-1H-indol-4-yl)-6-fluoro-9-methoxy-1,4,4-trimethyl-5H-[1,2,4]triazolo[4,3-a]quinoxaline